tert-Butyl 4-[1-[4-[(E)-2-[3-amino-6-(2-hydroxyphenyl)pyridazin-4-yl]vinyl]pyrazol-1-yl]ethyl]piperidine-1-carboxylate NC=1N=NC(=CC1/C=C/C=1C=NN(C1)C(C)C1CCN(CC1)C(=O)OC(C)(C)C)C1=C(C=CC=C1)O